P(O)(=O)(OP(=O)(O)OP(=O)(O)O)OC[C@@H]1[C@H]([C@H]([C@@H](O1)N1C(=O)N=C(N)C(=C1)CC=CN)O)O.OC1=CC=C2CC(COC2=C1OC)C1=CC=C(C=C1)O 7,4'-dihydroxy-8-methoxyl-isoflavane 5-aminoallylcytidine-5'-triphosphate